tert-butyl 7-(2-(((benzyloxy)carbonyl)amino)ethyl)-6,8-dioxa-2-azaspiro[3.5]nonane-2-carboxylate C(C1=CC=CC=C1)OC(=O)NCCC1OCC2(CN(C2)C(=O)OC(C)(C)C)CO1